N[C@H](C(=O)N1[C@@H]([C@H]2C([C@H]2C1)(C)C)C(=O)O)CC1CC1 (1R,2S,5S)-3-[(2S)-2-amino-3-cyclopropyl-propanoyl]-6,6-dimethyl-3-azabicyclo[3.1.0]hexane-2-carboxylic acid